C(C)N(C(CC1=CC=NC=C1)=O)CCC1=CC=C(C=C1)NC(=O)C1=C(C=C(C(=C1)OC)OC)NC(=O)C=1OC2=CC=CC=C2C(C1)=O N-(2-((4-(2-(N-Ethyl-2-(pyridin-4-yl)acetamido)ethyl)phenyl)carbamoyl)-4,5-dimethoxyphenyl)-4-oxo-4H-chromene-2-carboxamide